4-((tert-butoxycarbonyl)amino)-1-(4-chloro-1,3,5-triazin-2-yl)pyrrolidine-3-carboxylic acid methyl ester COC(=O)C1CN(CC1NC(=O)OC(C)(C)C)C1=NC=NC(=N1)Cl